(S)-4-(7-(6-Chloropyridazin-4-yl)-5-(2-fluorophenyl)-7H-pyrrolo[2,3-d]pyrimidin-4-yl)-3-methylpiperazine-1-carboxylic acid tert-butyl ester C(C)(C)(C)OC(=O)N1C[C@@H](N(CC1)C=1C2=C(N=CN1)N(C=C2C2=C(C=CC=C2)F)C2=CN=NC(=C2)Cl)C